[N+](=O)([O-])C=1C(=NC(=CC1)C1=CC=CC=C1)NC=1C=CC(=NC1)C1CN(C1)C(=O)OC(C)(C)C tert-butyl 3-[5-[(3-nitro-6-phenyl-2-pyridyl)amino]-2-pyridyl]azetidine-1-carboxylate